8-allyl-7-fluoro-1,3-dimethylquinoxalin-2(1H)-one C(C=C)C=1C(=CC=C2N=C(C(N(C12)C)=O)C)F